4-[({4-Cyano-3-[1-(2,2-dimethylpropanoyl)-4-(trifluoromethyl)piperidin-3-yl]-1-(2-methylfuran-3-carbonyl)-1H-pyrazol-5-yl}amino)methyl]benzol C(#N)C=1C(=NN(C1NCC1=CC=CC=C1)C(=O)C1=C(OC=C1)C)C1CN(CCC1C(F)(F)F)C(C(C)(C)C)=O